5-amino-2,3-dihydro-1,4-phthalazinedione sodium salt [Na].NC1=C2C(NNC(C2=CC=C1)=O)=O